7-[(3R,4S)-3,4-dihydroxypyrrolidin-1-yl]-6-fluoro-4-oxo-N-[1-(trifluoromethoxy)but-2-yl]-1-(2,4,6-trifluorophenyl)-1,4-dihydro-1,8-naphthyridine-3-carboxamide O[C@@H]1CN(C[C@@H]1O)C1=C(C=C2C(C(=CN(C2=N1)C1=C(C=C(C=C1F)F)F)C(=O)NC(COC(F)(F)F)CC)=O)F